C(C)(C)N1C(C=C(C=C1)N1C(NC2(CC2)C1=O)=O)=O 6-(1-isopropyl-2-oxo-1,2-dihydropyridin-4-yl)-4,6-diazaspiro[2.4]heptane-5,7-dione